(R)-1-(2-ethoxy-5-fluoropyridin-4-yl)-3-(3-hydroxy-3-methylbutan-2-yl)-N-(3-methyl-1,1-dioxidothietan-3-yl)-2-oxo-2,3-dihydro-1H-benzo[d]imidazole-5-carboxamide C(C)OC1=NC=C(C(=C1)N1C(N(C2=C1C=CC(=C2)C(=O)NC2(CS(C2)(=O)=O)C)[C@H](C)C(C)(C)O)=O)F